[Ca].OC1=C(C(=O)O)C=CC=C1.OC1=C(C(=O)O)C=CC=C1 di(2-hydroxybenzoic acid) calcium